CC1=CN=NN1C[C@@H](C)C=1C=C(C=CC1)NC(C1=NC(=CC=C1)C(F)(F)F)=O (S)-N-(3-(1-(5-methyl-1H-1,2,3-triazol-1-yl)propan-2-yl)phenyl)-6-(trifluoromethyl)picolinamide